C(CCC)[Si](C1=CC=C(C=C1)P(N(P(C1=C(C=CC=C1)C)C1=CC=CC=C1)C1=CC=CC=C1)C1=CC=C(C=C1)[Si](CCCC)(CCCC)CCCC)(CCCC)CCCC N-(bis(4-(tributylsilyl)phenyl)phosphaneyl)-N,1-diphenyl-1-(o-tolyl)phosphanamine